(3S,4S)-tert-butyl 3-fluoro-4-((6-(7-methoxy-6-(1-methylcyclopropyl)imidazo[1,2-a]pyridin-3-yl)pyridin-2-yl)amino)pyrrolidine-1-carboxylate F[C@H]1CN(C[C@@H]1NC1=NC(=CC=C1)C1=CN=C2N1C=C(C(=C2)OC)C2(CC2)C)C(=O)OC(C)(C)C